BrC1=CC=C(C=C1)[C@H]1[C@H]([C@H](CC(C1)=O)C(NC1=C(C=C(C=C1)C(F)(F)F)F)=O)C(=O)O |r| rac-(1R,2R,6S)-2-(4-bromophenyl)-6-((2-fluoro-4-(trifluoromethyl)phenyl)carbamoyl)-4-oxocyclohexane-1-carboxylic acid